C(CCCC)SCSCCCCCCCCC(=O)OC methyl 9-(((pentylthio) methyl)thio)nonanoate